F[C@H]1[C@H](C1)C(=O)NC1=NC=NC(=C1)C=1N=CSC1NC=1C=NC(=CC1C)C(CC)=O (1R,2R)-2-fluoro-N-(6-{5-[(4-methyl-6-propanoylpyridin-3-yl)amino]-1,3-thiazol-4-yl}pyrimidin-4-yl)cyclopropane-1-carboxamide